NC1=CC=C(C=C1)CCO 2-(4-aminophenyl)-ethanol